3-fluoro-N-(2-((5-methyl-6-((1S,3R)-3-methyl-2-(2,2,2-trifluoroethyl)-2,3,4,9-tetrahydro-1H-pyrido[3,4-b]indol-1-yl)pyridin-2-yl)oxy)ethyl)propan-1-amine FCCCNCCOC1=NC(=C(C=C1)C)[C@H]1N([C@@H](CC2=C1NC1=CC=CC=C21)C)CC(F)(F)F